C(#N)C1=NC(=NC(=C1C1=C(C(=CC=C1)Cl)Cl)C)C1C2=CC=CC=C2[C@H](C12CCNCC2)N[S@](=O)C(C)(C)C (R)-N-[(3S)-1-[4-cyano-5-(2,3-dichlorophenyl)-6-methylpyrimidin-2-yl]-1,3-dihydrospiro[inden-2,4-piperidin]-3-yl]-2-methylpropan-2-sulfinamide